NC=1C=C(C(=C(C1)C1=C(C=2N=C(N=C(C2C=N1)N1C[C@H]2CC[C@@H](C1)N2C(=O)OC(C)(C)C)OCC(F)(F)F)F)C(F)(F)F)F tert-butyl (1R,5S)-3-(7-(5-amino-3-fluoro-2-(trifluoromethyl)phenyl)-8-fluoro-2-(2,2,2-trifluoroethoxy)pyridino[4,3-d]pyrimidin-4-yl)-3,8-diazabicyclo[3.2.1]octan-8-formate